COC=1C=C2C(=CN(C2=CC1)C(C(=O)NC=1C=C(C=CC1C)N1CCN(CC1)C(=O)OC(C)(C)C)C)C tert-butyl 4-[3-[2-(5-methoxy-3-methyl-indol-1-yl)propanoylamino]-4-methyl-phenyl]piperazine-1-carboxylate